rac-3-(4-(5-cyanopyridin-2-yl)piperazin-1-yl)-N-methyl-N-(3-oxo-4-(trifluoromethyl)-3,5,6,7-tetrahydro-2H-cyclopenta[c]pyridazin-7-yl)propanamide C(#N)C=1C=CC(=NC1)N1CCN(CC1)CCC(=O)N([C@@H]1CCC=2C1=NNC(C2C(F)(F)F)=O)C |r|